FC(C=1C=C(C=C(C1)C)B(O)O)(F)F 3-(TRIFLUOROMETHYL)-5-METHYL-PHENYLBORONIC ACID